2-hydroxyphosphonoacetic acid sodium salt [Na+].OOP(=O)(O)CC(=O)[O-]